C1(CC1)C1=C(CN2C(N([C@@H](C=3C2=NN(C3)C)C)C3CCN(CC3)C3=C(C=CC=C3C)F)=O)C=CC=C1 (R)-7-(2-cyclopropyl-benzyl)-5-[1-(2-fluoro-6-methyl-phenyl)-piperidin-4-yl]-2,4-dimethyl-2,4,5,7-tetrahydro-pyrazolo[3,4-d]pyrimidin-6-one